(3R)-3-amino-7-(5-tert-butyl-1,3,4-oxadiazol-2-yl)-5-[(2-chlorophenyl)methyl]-8-fluoro-1,1-dioxo-2,3-dihydro-1λ6,5-benzothiazepin-4-one N[C@H]1CS(C2=C(N(C1=O)CC1=C(C=CC=C1)Cl)C=C(C(=C2)F)C=2OC(=NN2)C(C)(C)C)(=O)=O